ClC=1C(=NC=CN1)CN(C(OC(C)(C)C)=O)C tert-butyl ((3-chloropyrazin-2-yl)methyl)(methyl)carbamate